1-[4-(4-bromo-2-pyridinyl)piperazin-1-yl]Ethanone methyl-Z-9-octadecenate COC(CCCCCCC\C=C/CCCCCCCC)=O.BrC1=CC(=NC=C1)N1CCN(CC1)C(C)=O